7-(4-Acetylpiperazin-1-yl)-N-(5-(5-(3,3-difluorocyclobutyl)-1,2,4-oxadiazol-3-yl)-3-fluoro-2-methylphenyl)imidazo[1,2-a]pyridine-3-carboxamide C(C)(=O)N1CCN(CC1)C1=CC=2N(C=C1)C(=CN2)C(=O)NC2=C(C(=CC(=C2)C2=NOC(=N2)C2CC(C2)(F)F)F)C